4-(3-((1r,3r,5s,7r)-3,5-dimethyladamantan-1-yl)ureido)-N-(7-(hydroxyamino)-7-oxoheptyl)benzamide C[C@]12CC3(CC(C[C@@](C1)(C3)C)C2)NC(NC2=CC=C(C(=O)NCCCCCCC(=O)NO)C=C2)=O